(R)-2-(benzofuran-3-yl)-1-(2-(2',3',5',6'-tetrahydrospiro[indene-1,4'-pyran]-6-yl)acetamido)ethylboronic acid O1C=C(C2=C1C=CC=C2)C[C@H](NC(CC2=CC=C1C=CC3(CCOCC3)C1=C2)=O)B(O)O